[3-(3,3-difluoropyrrolidin-1-yl)-2,2,4,4-tetramethylcyclobutyl]carbamate FC1(CN(CC1)C1C(C(C1(C)C)NC([O-])=O)(C)C)F